(R)-2-(4-(2-ethyl-3-((4-(4-fluorophenyl)thiazol-2-yl)(methyl)amino)-8-methylimidazo[1,2-a]pyridin-6-yl)piperazin-1-yl)-1-(3-hydroxypyrrolidin-1-yl)ethanone C(C)C=1N=C2N(C=C(C=C2C)N2CCN(CC2)CC(=O)N2C[C@@H](CC2)O)C1N(C)C=1SC=C(N1)C1=CC=C(C=C1)F